NC1=NC=NN2C1=NC=C2C=2C=C(C=CC2C)S(=O)(=O)N2[C@H](CCC2)CO (R)-(1-((3-(4-aminoimidazo[2,1-f][1,2,4]triazin-7-yl)-4-methylphenyl)sulfonyl)pyrrolidin-2-yl)methanol